ClC1=CC=CC(=N1)C1=NC(=NC(=N1)NC(C)C)NC1=C(C#N)C=CC=N1 (4-(6-chloropyridin-2-yl)-6-(isopropylamino)-1,3,5-triazin-2-ylamino)nicotinonitrile